C(C=C)(=O)N1CC(C1)CNC=1C=2N(N=CC1C(=O)N)C=CC2 4-(((1-Acryloylazetidin-3-yl)methyl)amino)pyrrolo[1,2-b]pyridazine-3-carboxamide